ClC=1C=NC=C(C1[C@@H](C)OC=1C=C2C(=NNC2=CC1)C=1C=CC(=NC1)N1C(CN(CC1)C)=O)Cl 1-[5-[5-[(1R)-1-(3,5-dichloro-4-pyridyl)ethoxy]-1H-indazol-3-yl]-2-pyridyl]-4-methyl-piperazin-2-one